[(2R,3S,5R)-5-(4-benzamido-2-oxo-pyrimidin-1-yl)-2-ethynyl-3-(4-methylbenzoyl)oxy-tetrahydrofuran-2-yl]methyl-4-methylbenzoate C(C1=CC=CC=C1)(=O)NC1=NC(N(C=C1)[C@H]1C[C@@H]([C@@](O1)(C#C)COC(C1=CC=C(C=C1)C)=O)OC(C1=CC=C(C=C1)C)=O)=O